The molecule is an omega-hydroxy fatty acid that is trans-2-icosenoic acid in which one of the hydrogens of the terminal methyl group has been replaced by a hydroxy group. It is an omega-hydroxy fatty acid, an alpha,beta-unsaturated monocarboxylic acid, a long-chain fatty acid, a straight-chain fatty acid and a hydroxy monounsaturated fatty acid. It derives from a trans-2-icosenoic acid. C(CCCCCCCC/C=C/C(=O)O)CCCCCCCCO